6-chloro-1-(oxan-2-yl)pyrazolo[3,4-b]pyridine ClC1=CC=C2C(=N1)N(N=C2)C2OCCCC2